L-ascorbic acid potassium sulfate S(=O)(=O)([O-])[O-].[K+].O=C1C(O)=C(O)[C@H](O1)[C@@H](O)CO.[K+]